3-(6-methoxy-2-methylpyridin-3-yl)-1-(o-tolyl)-7-(trifluoromethyl)-2,3-dihydroquinazolin-4(1H)-one COC1=CC=C(C(=N1)C)N1CN(C2=CC(=CC=C2C1=O)C(F)(F)F)C1=C(C=CC=C1)C